(3S,4R)-N-[3-(4-cyanophenoxy)phenyl]-4-phenylpyrrolidine-3-carboxamide C(#N)C1=CC=C(OC=2C=C(C=CC2)NC(=O)[C@@H]2CNC[C@H]2C2=CC=CC=C2)C=C1